C(C)(=O)OCC=1C(=NC=CC1C1=CN(C(C(=C1)NC1=NN(C=C1)C)=O)C)N1C(C2=CC=3CC(CC3N2CC1)(C)C)=O (2-{4,4-Dimethyl-9-oxo-1,10-diazatricyclo[6.4.0.02,6]dodeca-2(6),7-dien-10-yl}-4-{1-methyl-5-[(1-methyl-1H-pyrazol-3-yl)amino]-6-oxo-1,6-dihydropyridin-3-yl}pyridin-3-yl)methyl Acetate